1-methyl-[1,2,4]triazol CN1N=CN=C1